decanoyl lauroyl peroxide C(CCCCCCCCCCC)(=O)OOC(CCCCCCCCC)=O